24-[hydroxyl(2-methylphenyl)methyl]cholane-5(6)-ene-3β,4β-diol OC(CCC[C@@H](C)[C@H]1CC[C@H]2[C@@H]3CC=C4[C@H]([C@H](CC[C@]4(C)[C@H]3CC[C@]12C)O)O)C1=C(C=CC=C1)C